C(C)OC(C(COS(=O)(=O)N1C=C(C2=CC(=CC=C12)OC)CCN(C)C)(C)C)=O 3-(((3-(2-(dimethylamino)ethyl)-5-methoxy-1H-indol-1-yl)sulfonyl)oxy)-2,2-dimethylpropionic acid ethyl ester